(4-amino-5-methyl-2-pyrrolidin-1-ylphenyl)-(1,1-dioxo-1,4-thiazinan-4-yl)methanone NC1=CC(=C(C=C1C)C(=O)N1CCS(CC1)(=O)=O)N1CCCC1